(S)-quinuclidin-3-yl (5-(6-(cyclopropylmethoxy)pyridin-3-yl)-6-fluoro-2,2-dimethyl-2,3-dihydro-1H-inden-1-yl)carbamate C1(CC1)COC1=CC=C(C=N1)C=1C=C2CC(C(C2=CC1F)NC(O[C@@H]1CN2CCC1CC2)=O)(C)C